N[C@@H]1CN(CC[C@H]1F)C1=NC2=C(N1CC(=O)N(CC(F)(F)F)C)C=C(C(=C2)F)F 2-(2-((3R,4R)-3-amino-4-fluoropiperidin-1-yl)-5,6-difluoro-1H-benzo[d]imidazol-1-yl)-N-methyl-N-(2,2,2-trifluoroethyl)acetamide